BrC1=C(C=C(C(=C1)[N+](=O)[O-])F)C 1-bromo-4-fluoro-2-methyl-5-nitrobenzene